O[C@]1(C[C@@H]2[C@@H]([C@H]3CC[C@]4([C@H]([C@@H]3CC2)CC[C@@H]4C(C)=O)C)C1)COC 1-((1S,3aS,3bR,5aR,7S,8aS,8bR,10aS)-7-hydroxy-7-(methoxymethyl)-10a-methylhexadecahydrodicyclopenta[a,f]naphthalen-1-yl)ethan-1-one